diaminoethyl succinate C(CCC(=O)[O-])(=O)OCC(N)N